5-phenyl-benzoxazolium p-toluenesulfonate CC1=CC=C(C=C1)S(=O)(=O)[O-].C1(=CC=CC=C1)C=1C=CC2=C([NH+]=CO2)C1